NCC1(CC(C1)C1=C(NC2=C(C=C(C=C12)F)F)C1=CC=C(C=C1)F)O 1-(aminomethyl)-3-[5,7-difluoro-2-(4-fluorophenyl)-1H-indol-3-yl]Cyclobutanol